C(=CCCCCCC)C(C(=O)O)CC(=O)[O-] Hydrogen OctenylbutaneDioate